OC1=C(C(N(C2=CC=CC=C12)CC(C)C)=O)C(=O)NC=1C=NN(C1)C 4-hydroxy-1-isobutyl-N-(1-methyl-1H-pyrazol-4-yl)-2-oxo-1,2-dihydroquinoline-3-carboxamide